3-((4-(4-acryloyl-3-(cyanomethyl)piperazin-1-yl)-7-(3,4-dihydroquinolin-1(2H)-yl)-5,6,7,8-tetrahydroquinazolin-2-yl)amino)-N,N-dimethylpropanamide C(C=C)(=O)N1C(CN(CC1)C1=NC(=NC=2CC(CCC12)N1CCCC2=CC=CC=C12)NCCC(=O)N(C)C)CC#N